(S)-3-cyano-N-(1-(2-(2-(trifluoromethyl)pyridin-4-yl)thiazol-5-yl)ethyl)benzamide C(#N)C=1C=C(C(=O)N[C@@H](C)C2=CN=C(S2)C2=CC(=NC=C2)C(F)(F)F)C=CC1